NCCN1CCC(CC1)C(C1=CC(=NC(=C1)Cl)N1CCN(CC1)S(=O)(=O)C1=CC2=C(N3[C@H](CO2)[C@@H](OC3=O)CO)C=C1)(F)F (3R,3aR)-7-[4-[4-[[1-(2-aminoethyl)-4-piperidyl]-difluoro-methyl]-6-chloro-2-pyridyl]piperazin-1-yl]sulfonyl-3-(hydroxymethyl)-3a,4-dihydro-3H-oxazolo[4,3-c][1,4]benzoxazin-1-one